6-methylheptyl 3-mercaptopropionate SCCC(=O)OCCCCCC(C)C